C(CCCCCCCCCCC)C=1C(=NN=NC1N)N lauryl-4,6-diaminotriazine